6λ4-Pyridine N1=CC=CC=C1